((4-methylpiperazin-1-yl)methyl)benzoic acid hydrochloride Cl.CN1CCN(CC1)CC1=C(C(=O)O)C=CC=C1